CN1N=C(C(=C1)N1C(SC=C1)C=1C=NNC1)C(F)(F)F N-[1-methyl-3-(trifluoromethyl)-1H-pyrazol-4-yl]-2-(1H-pyrazol-4-yl)-1,3-thiazole